N[C@@H]1CN(C[C@H]1OC)C(=O)OC(C)(C)C |r| rac-tert-butyl (3R,4R)-3-amino-4-methoxy-pyrrolidine-1-carboxylate